[4-[(E)-3-[2-(2,4-dinitrophenyl)ethoxy]-3-oxo-prop-1-enyl]phenyl] 4-pentylcyclohexanecarboxylate C(CCCC)C1CCC(CC1)C(=O)OC1=CC=C(C=C1)\C=C\C(=O)OCCC1=C(C=C(C=C1)[N+](=O)[O-])[N+](=O)[O-]